N-(4-(2,4-dichlorophenoxy)-3-(3-methylbenzo[d]isoxazol-5-yl)phenyl)cyclopropanesulfonamide ClC1=C(OC2=C(C=C(C=C2)NS(=O)(=O)C2CC2)C=2C=CC3=C(C(=NO3)C)C2)C=CC(=C1)Cl